N-(3-cyano-4-fluorophenyl)-1,2,4-trimethyl-5-(2-((1-methylpiperidin-4-yl)amino)-2-oxoacetyl)-1H-pyrrole-3-carboxamide C(#N)C=1C=C(C=CC1F)NC(=O)C1=C(N(C(=C1C)C(C(=O)NC1CCN(CC1)C)=O)C)C